N-(3-isocyanatophenyl)acetamide N(=C=O)C=1C=C(C=CC1)NC(C)=O